(di-sec-butylamino)dibromosilane C(C)(CC)N(C(C)CC)[SiH](Br)Br